4-((3-(2-(2-(3-Aminopropoxy)ethoxy)ethoxy)propyl)amino)-2-(2,6-dioxopiperidin-3-yl)isoindoline-1,3-dione trifluoroacetic acid salt FC(C(=O)O)(F)F.NCCCOCCOCCOCCCNC1=C2C(N(C(C2=CC=C1)=O)C1C(NC(CC1)=O)=O)=O